NC1=C(OC=C1)C(=O)O 3-AMINOFURAN-2-CARBOXYLIC ACID